(2-aminothiazol-4-yl)(5-(4-(trifluoromethyl)phenoxy)-3,4-dihydroisoquinolin-2(1H)-yl)methanone NC=1SC=C(N1)C(=O)N1CC2=CC=CC(=C2CC1)OC1=CC=C(C=C1)C(F)(F)F